1-Acetoxy-2-methoxy-4-(1-propenyl)benzene C(C)(=O)OC1=C(C=C(C=C1)C=CC)OC